BrC1=C(C(=NN1C1CCC(CC1)(F)F)C(C)(C)C)C 5-bromo-3-tert-butyl-1-(4,4-difluorocyclohexyl)-4-methyl-pyrazole